COC(C1=C(C=CC=C1Cl)CBr)=O 2-(bromomethyl)-6-chlorobenzoic acid methyl ester